5-[4-amino-5-(trifluoromethyl)pyrrolo[2,1-f][1,2,4]triazin-7-yl]-N-[(3R,4S)-4-fluoro-1-(4-fluorobenzoyl)pyrrolidin-3-yl]pyridine-3-carboxamide NC1=NC=NN2C1=C(C=C2C=2C=C(C=NC2)C(=O)N[C@@H]2CN(C[C@@H]2F)C(C2=CC=C(C=C2)F)=O)C(F)(F)F